4-methylcyclohexyl-propyl-dimethoxysilane CC1CCC(CC1)[Si](OC)(OC)CCC